2-((1S,5S)-3-(3-methoxy-5-(trifluoromethyl)benzyl)-5-(4-(trifluoromethyl)phenyl)cyclohexyl)acetic acid COC=1C=C(CC2C[C@@H](C[C@H](C2)C2=CC=C(C=C2)C(F)(F)F)CC(=O)O)C=C(C1)C(F)(F)F